(S)-ethyl 8-(2-amino-6-((R)-1-(5-chloro-4'-ethoxy-3'-fluoro-[1,1'-biphenyl]-2-yl)-2,2,2-trifluoroethoxy)pyrimidin-4-yl)-2,8-diazaspiro[4.5]decane-3-carboxylate NC1=NC(=CC(=N1)N1CCC2(C[C@H](NC2)C(=O)OCC)CC1)O[C@@H](C(F)(F)F)C1=C(C=C(C=C1)Cl)C1=CC(=C(C=C1)OCC)F